butyl (3S)-3-hydroxy-piperidine-1-carboxylate O[C@@H]1CN(CCC1)C(=O)OCCCC